2-Iodo-N'-[4-(trifluoromethyl)phenyl]benzoyl-hydrazine IC1=C(C(=O)NNC2=CC=C(C=C2)C(F)(F)F)C=CC=C1